CN1C=NC=C1C=1N=C(SC1)C(=O)NC1CC2(C1)CC(C2)NCC(F)(F)F 4-(1-methyl-1H-imidazol-5-yl)-N-(6-((2,2,2-trifluoroethyl)amino)spiro[3.3]heptan-2-yl)thiazole-2-carboxamide